histidine carbon [C].N[C@@H](CC1=CNC=N1)C(=O)O